L-4,7-dihexyl-1,10-phenanthroline C(CCCCC)C1=CC=NC2=C3N=CC=C(C3=CC=C12)CCCCCC